COC1=NC(=NC(=C1)N1CCOCC1)NC1=NC=NC2=CC(=CC=C12)F N-[4-methoxy-6-(4-morpholinyl)pyrimidin-2-yl]-7-fluoroquinazolin-4-amine